(S)-2-azido-2-(4-isobutylphenyl)propionic acid N(=[N+]=[N-])[C@@](C(=O)O)(C)C1=CC=C(C=C1)CC(C)C